6-chloro-2-(2'-hydroxy-5'-tert-butyl-phenyl)benzotriazole ClC=1C=CC=2C(=NN(N2)C2=C(C=CC(=C2)C(C)(C)C)O)C1